phenyl(dimethylfluorenyl)triazine C1(=CC=CC=C1)C=1C(=NN=NC1)C1=C(C(=CC=2C3=CC=CC=C3CC12)C)C